ClC1=CC=C(C=C1)C1=C(CCC(C1)(C)C)C(=O)N1CCN(CC1)CC=1C(=C2CN(C(C2=CC1)=O)C1C(NC(CC1)=O)=O)F 3-(5-((4-(4'-chloro-5,5-dimethyl-3,4,5,6-tetrahydro-[1,1'-biphenyl]-2-carbonyl)piperazine-1-yl)methyl)-4-fluoro-1-oxoisoindolin-2-yl)piperidine-2,6-dione